3-(4-(4-(4-Chloro-3-methylphenyl)piperidin-1-yl)-3-methyl-2-oxo-2,3-dihydro-1H-benzo[d]imidazol-1-yl)piperidine-2,6-dione ClC1=C(C=C(C=C1)C1CCN(CC1)C1=CC=CC=2N(C(N(C21)C)=O)C2C(NC(CC2)=O)=O)C